C(C(C)C)NN i-butyl-hydrazine